tert-butyl (2R)-2-(1-((tert-butyldimethylsilyl)oxy)ethyl)-4-(2,3-dihydro-1H-pyrrolo[2,3-b]pyridin-4-yl)piperazine-1-carboxylate [Si](C)(C)(C(C)(C)C)OC(C)[C@@H]1N(CCN(C1)C1=C2C(=NC=C1)NCC2)C(=O)OC(C)(C)C